3-(3-methoxyphenyl)-N-(6-methoxy-3-pyridyl)pyrazolo[1,5-a]pyrimidin-5-amine COC=1C=C(C=CC1)C=1C=NN2C1N=C(C=C2)NC=2C=NC(=CC2)OC